6-chloro-2-(trifluoromethyl)-N-(4-(trifluoromethyl)phenyl)-1H-benzo[d]imidazole-4-carboxamide ClC=1C=C(C2=C(NC(=N2)C(F)(F)F)C1)C(=O)NC1=CC=C(C=C1)C(F)(F)F